N-((S)-2-(((S)-1-cyano-2-((S)-2-oxopyrrolidin-3-yl)ethyl)amino)-1-cyclohexyl-2-oxoethyl)-4-methoxy-1H-indole-2-carboxamide C(#N)[C@H](C[C@H]1C(NCC1)=O)NC([C@H](C1CCCCC1)NC(=O)C=1NC2=CC=CC(=C2C1)OC)=O